NC1=NNC=C1C1=NN=C(N1N)N amino-4-(4,5-diamino-1,2,4-triazole-3-yl)pyrazole